BrC=1C=C(C=CC1)NC(=O)[C@H]1N(C[C@@H](C1)F)C(=O)OC(C)(C)C tert-Butyl (2S,4R)-2-((3-bromophenyl)carbamoyl)-4-fluoropyrrolidine-1-carboxylate